4-((hydroxyamino)methyl)-N-(4-morpholinophenyl)aniline ONCC1=CC=C(NC2=CC=C(C=C2)N2CCOCC2)C=C1